NC=1C2=C(C(NN1)=O)C=NC=C2 1-aminopyrido[3,4-d]pyridazin-4(3H)-one